N-(5-((2-((cyclohexylmethyl)(2-hydroxyethyl)amino)ethyl)carbamoyl)-2-methylpyridin-3-yl)-2-(1-methyl-1H-pyrazol-4-yl)pyrazolo[5,1-b]thiazole-7-carboxamide C1(CCCCC1)CN(CCNC(=O)C=1C=C(C(=NC1)C)NC(=O)C=1C=NN2C1SC(=C2)C=2C=NN(C2)C)CCO